CN(CC#CC1=CC(=C(OCC2(CC2)CC2=C(N=C(S2)NC)C(=O)OC)C=C1)F)C methyl 5-{[1-({4-[3-(dimethylamino) prop-1-yn-1-yl]-2-fluorophenoxy} methyl) cyclopropyl] methyl}-2-(methylamino)-1,3-thiazole-4-carboxylate